8-methoxymethoxy-1,3,5-trimethyloctyl-magnesium bromide COCOCCCC(CC(CC(C)[Mg]Br)C)C